3-[6-[(3S,5R)-3,5-dimethylpiperazin-1-yl]-2-pyridyl]pyrazolo[1,5-a]pyridine C[C@H]1CN(C[C@H](N1)C)C1=CC=CC(=N1)C=1C=NN2C1C=CC=C2